N-((1S,2R)-2-aminocyclohexyl)-4-(9H-purin-6-yl)-3,4-dihydro-2H-1,4-thiazine-6-carboxamide hydrochloride Cl.N[C@H]1[C@H](CCCC1)NC(=O)C1=CN(CCS1)C1=C2N=CNC2=NC=N1